4-(Bis(4-fluorophenyl)methylene)-1-(2-(1-((2-methoxyphenyl)sulfonyl)-1H-1,2,3-triazol-4-yl)ethyl)-piperidine FC1=CC=C(C=C1)C(=C1CCN(CC1)CCC=1N=NN(C1)S(=O)(=O)C1=C(C=CC=C1)OC)C1=CC=C(C=C1)F